C(C)N1N=C(C2=C1C(NCC1(CCOCC1)C2)=O)CC(COC(C2=CC(=CC=C2)C(C)=O)=O)(C)C 3-Acetyl-benzoic acid [3-(1-ethyl-8-oxo-spiro[6,7-dihydro-4H-pyrazolo[3,4-c]azepin-5,4'-tetrahydropyran]-3-yl)-2,2-dimethyl-propyl] ester